C1(CCC1)[C@@H](C(=O)OC)NC1=CC2=C(C=3N(CCO2)C=C(N3)N3C(OC[C@H]3C)=O)C=C1 Methyl (S)-2-cyclobutyl-2-((2-((R)-4-methyl-2-oxooxazolidin-3-yl)-5,6-dihydrobenzo[f]imidazo[1,2-d][1,4]oxazepin-9-yl)amino)acetate